C1(=CC=CC=2OC3=CC=CC=C3NC12)C1=CC=C(C=C1)B(O)O (4-(phenoxazinyl)phenyl)boronic acid